N[C@@H]1C2=CC=CC=C2CC12CCN(CC2)C=2C(=NC(=CN2)C#CCN2N=CC1=CC=C(C=C21)N)CO (S)-(3-(1-amino-1,3-dihydrospiro[inden-2,4'-piperidin]-1'-yl)-6-(3-(6-amino-1H-indazol-1-yl)prop-1-yn-1-yl)pyrazin-2-yl)methanol